2-(3-azoniabicyclo[3.1.1]hept-1-ylmethyl)isoindoline-1,3-dione C12(C[NH2+]CC(C1)C2)CN2C(C1=CC=CC=C1C2=O)=O